hexyl n-triacontanoate C(CCCCCCCCCCCCCCCCCCCCCCCCCCCCC)(=O)OCCCCCC